C1(=CC=CC=C1)OC1=CC=C(C(=O)C2=CC=C(C=C2)OC2=CC=CC=C2)C=C1 4,4'-diphenyloxybenzophenone